C1=CC=CC2=C3C=CC(C=C3C=C12)=O Fluorene-7-one